C(C)(C)(C)OC(=O)NC[C@@H](C(=O)[O-])C1=CC=C(C=C1)COC(C1=C(C=C(C=C1)C)C)=O.C(C1=CC=CC=C1)[NH3+] benzyl-ammonium (S)-3-((tert-butoxycarbonyl)amino)-2-(4-(((2,4-dimethylbenzoyl)oxy)methyl)phenyl)propanoate